CN1N=C2C(=CC(=CC2=C1)C1=CC2=C(C(N(C=C2)C2CCN(CC2)C)=O)S1)C 2-(2,7-dimethyl-2H-indazol-5-yl)-6-(1-methylpiperidin-4-yl)thieno[2,3-c]pyridin-7(6H)-one